tert-Butyl 4-(4-(4'-acetamido-2-(difluoromethyl)-3'-fluoro-[1,1'-biphenyl]-3-yl)pyridin-2-yl)piperazine-1-carboxylate C(C)(=O)NC1=C(C=C(C=C1)C1=C(C(=CC=C1)C1=CC(=NC=C1)N1CCN(CC1)C(=O)OC(C)(C)C)C(F)F)F